C(CCCC)ON1C(C2=CC=CC=C2C1=O)=O 2-(pentyloxy)isoindoline-1,3-dione